(E)-6-chloro-3-(3-(4-methoxyphenyl)propenoyl)-4-methylquinolin-2(1H)-one ClC=1C=C2C(=C(C(NC2=CC1)=O)C(\C=C\C1=CC=C(C=C1)OC)=O)C